C(CCC)C(CO)CCCCCCC 2-butyl-nonan-1-ol